4-fluoro-3-(trifluoromethyl)phenyl-1-(trifluoromethyl)-5,6,7,8-tetrahydroindolizin-8-ol FC1=C(C=C(C=C1)C=1C(=C2C(CCCN2C1)O)C(F)(F)F)C(F)(F)F